ClC(CC(=O)C1=C(C=CC=C1)F)C 3-chloro-1-(2-fluorophenyl)butan-1-one